FC1=CC(=CC2=C1CN([C@H](CO2)C)C(C(C)(C)C)=O)C2=NOC(=N2)C(F)(F)F 1-[(3S)-6-fluoro-3-methyl-8-[5-(trifluoromethyl)-1,2,4-oxadiazol-3-yl]-3,5-dihydro-2H-1,4-benzoxazepin-4-yl]-2,2-dimethylpropan-1-one